C(C1=CC=CC=C1)OC=1C=CC2=C(C(=C(O2)C)C(=O)NC2C(CN(C2)C(=O)OC(C)(C)C)(F)F)C1 tert-butyl 4-(5-(benzyloxy)-2-methylbenzofuran-3-carboxamido)-3,3-difluoropyrrolidine-1-carboxylate